FC(OC1=CC=C(C=C1)N1C(C(=CC2=C1N=C(N=C2)OCC)C=2C=NC(=CC2)OC)=O)F 8-(4-(difluoromethoxy)phenyl)-2-ethoxy-6-(6-methoxypyridin-3-yl)pyrido[2,3-d]pyrimidin-7(8H)-one